C[C@@]12[C@H](C(C([C@H]1[C@@H]1CCC=3C=C(C=CC3[C@H]1CC2)CC(=O)[O-])CC(=O)[O-])CC(=O)[O-])CC(=O)[O-] (17β)-estra-1,3,5(10)-triene-3,15,16,17-tetraacetate